ferrous gluconate calcium [Ca+2].O=C([C@H](O)[C@@H](O)[C@H](O)[C@H](O)CO)[O-].[Fe+2].O=C([C@H](O)[C@@H](O)[C@H](O)[C@H](O)CO)[O-].O=C([C@H](O)[C@@H](O)[C@H](O)[C@H](O)CO)[O-].O=C([C@H](O)[C@@H](O)[C@H](O)[C@H](O)CO)[O-]